tert-butyl N-[4-[[5-[1-(2-hydroxy-2-methyl-propyl)-4-methyl-indazol-5-yl]-2,6-naphthyridin-3-yl]amino]phenyl]carbamate OC(CN1N=CC2=C(C(=CC=C12)C1=C2C=C(N=CC2=CC=N1)NC1=CC=C(C=C1)NC(OC(C)(C)C)=O)C)(C)C